isopropyl ((R)-(((1S,4R)-4-(2-amino-6-(2-methoxyethoxy)-9H-purin-9-yl)cyclopent-2-en-1-yl)methoxy) (phenoxy)phosphoryl)-L-alaninate NC1=NC(=C2N=CN(C2=N1)[C@H]1C=C[C@H](C1)CO[P@@](=O)(OC1=CC=CC=C1)N[C@@H](C)C(=O)OC(C)C)OCCOC